1-Bromo-2,3,4-trifluorobenzol BrC1=C(C(=C(C=C1)F)F)F